O=C1NC(CCC1N1C(C2=C(C=C(C=C2C1)N1CCN(CC1)CCCCCOC1=CC=C(C=C1)C1CCN(CC1)C1=CC(=C(C#N)C=C1)C(F)(F)F)OC)=O)=O 4-[4-[4-[5-[4-[2-(2,6-dioxo-3-piperidyl)-7-methoxy-1-oxo-isoindolin-5-yl]piperazin-1-yl]pentoxy]phenyl]-1-piperidyl]-2-(trifluoromethyl)benzonitrile